N-[4-[4-(4-aminopiperidine-1-carbonyl)piperazine-1-carbonyl]-3-chlorophenyl]-1-methyl-5-[1-prop-2-ynyl-3-(trifluoromethyl)pyrazol-4-yl]imidazole-2-carboxamide NC1CCN(CC1)C(=O)N1CCN(CC1)C(=O)C1=C(C=C(C=C1)NC(=O)C=1N(C(=CN1)C=1C(=NN(C1)CC#C)C(F)(F)F)C)Cl